C(CCC)OC(NS(=O)(=O)C1=C(C=C(C=C1)CC(C)C)C1=CC=C(C=C1)CN1C(=NC=C1)C(C)(C)F)=O ((4'-((2-(2-fluoropropan-2-yl)-1H-imidazol-1-yl)methyl)-5-isobutyl-[1,1'-biphenyl]-2-yl)sulfonyl)carbamic acid butyl ester